2-(2,5-dimethoxy-4-methylselanylphenyl)ethanamine COC1=C(C=C(C(=C1)[Se]C)OC)CCN